2,6,6,9-tetramethylcycloundeca-1,4,8-triene CC1=CCCC(=CCC(C=CC1)(C)C)C